(1R,2S)-2-{[(2,4-dimethylpyrimidin-5-yl)oxy]methyl}-2-(3-fluorophenyl)cyclopropylcarboxylic acid CC1=NC=C(C(=N1)C)OC[C@@]1([C@@H](C1)C(=O)O)C1=CC(=CC=C1)F